(S)-1-(2-((1-((3-chloro-2-fluorobenzyl)amino)-1-oxo-3-(thiophen-2-yl)propan-2-yl)amino)-2-oxoethyl)-1H-indazole-3-carboxamide ClC=1C(=C(CNC([C@H](CC=2SC=CC2)NC(CN2N=C(C3=CC=CC=C23)C(=O)N)=O)=O)C=CC1)F